8-(4-(benzyloxy)-3-(trifluoromethoxy)phenyl)-3-(2-((tertbutyldimethylsilyl)oxy)-propyl)-7-methyl-3,7-dihydro-1H-purine-2,6-dione C(C1=CC=CC=C1)OC1=C(C=C(C=C1)C1=NC=2N(C(NC(C2N1C)=O)=O)CC(C)O[Si](C)(C)C(C)(C)C)OC(F)(F)F